6-(4-methyl-1,4-diazepan-1-yl)pyridine-3,5-dicarbonitrile CN1CCN(CCC1)C1=C(C=C(C=N1)C#N)C#N